3-Bromo-N-(4-chlorophenyl)-1-methyl-1H-1,2,4-triazol-5-amine BrC1=NN(C(=N1)NC1=CC=C(C=C1)Cl)C